ClC1=C(C=C2C=C(N=CC2=C1)NC([C@H](C)C1CC1)=O)C1CCN(CC1)[C@]1(COC[C@H]1O)C (R)-N-(7-chloro-6-(1-((3S,4S)-4-hydroxy-3-methyltetrahydrofuran-3-yl)piperidin-4-yl)isoquinolin-3-yl)-2-cyclopropylpropanamide